(S)-8-chloro-6-(((2-ethyl-1-oxo-1,2-dihydroisoquinolin-5-yl)(1-(1-methylcyclopropyl)-1H-1,2,3-triazol-4-yl)methyl)amino)-4-(neopentylamino)quinoline-3-carbonitrile ClC=1C=C(C=C2C(=C(C=NC12)C#N)NCC(C)(C)C)N[C@H](C=1N=NN(C1)C1(CC1)C)C1=C2C=CN(C(C2=CC=C1)=O)CC